N1C(=NC2=C1C=CC=C2)C=2C(OC1=CC3=C(C=C1C2)C=CC(=C3)N(CC)CC)=O 3-(1H-benzo[d]imidazol-2-yl)-8-(diethylamino)-2H-benzo[g]chromen-2-one